C(C=C)(=O)N1[C@H](CN(C[C@H]1C)C1=NC(N2C3=C(C(=C(C=C13)C(F)(F)F)C1=CC=C(C=C1)F)SC[C@H](C2)C2=NC=CC=C2)=O)C (R)-8-((3S,5R)-4-acryloyl-3,5-dimethylpiperazin-1-yl)-11-(4-fluorophenyl)-3-(pyridin-2-yl)-10-(trifluoromethyl)-3,4-dihydro-2H,6H-[1,4]thiazepino[2,3,4-ij]quinazolin-6-one